((3-(2-(2,6-dioxopiperidin-3-yl)-1-oxoisoindolin-4-yl)-1H-pyrazol-5-yl)methyl)picolinamide O=C1NC(CCC1N1C(C2=CC=CC(=C2C1)C1=NNC(=C1)CC=1C(=NC=CC1)C(=O)N)=O)=O